(S)-4-(5-(3-((2-(3-carboxypropanoyl)-6-methoxythieno[3,2-b]pyridin-5-yl)oxy)propoxy)-6-methoxybenzo[b]thiophen-2-yl)-2-methyl-4-oxobutanoic acid C(=O)(O)CCC(=O)C1=CC2=NC(=C(C=C2S1)OC)OCCCOC1=CC2=C(SC(=C2)C(C[C@@H](C(=O)O)C)=O)C=C1OC